C(C)N(C(C1=C(C=CC(=C1)F)OC1=C(N=CN=N1)N1CC2(CN(C2)C(C(C)C)CC(CN(C)C(C)C)O)CC1)=O)C(C)C N-ethyl-5-fluoro-2-((5-(2-((3x-s,5x-r)-5-hydroxy-6-(isopropyl-(methyl)amino)-2-methylhex-3-yl)-2,6-diazaspiro[3.4]oct-6-yl)-1,2,4-triazin-6-yl)oxy)-N-isopropylbenzamide